6,6'-(6-(4-(tert-butyl)phenyl)-1,3,5-triazine-2,4-diyl)bis(3-(allyloxy)phenol) C(C)(C)(C)C1=CC=C(C=C1)C1=NC(=NC(=N1)C1=CC=C(C=C1O)OCC=C)C1=CC=C(C=C1O)OCC=C